ClC1=CC=C(C=C1)[C@@H](C)N1N=C2N(CCCC2)C1=O |r| (5RS)-2-[(1RS)-1-(4-Chlorophenyl)ethyl]-3-oxo-2,3,5,6,7,8-hexahydro[1,2,4]triazolo[4,3-a]pyridin